(2R,4R,5S,6S)-4-hydroxy-5-(2-hydroxyacetamido)-2-((2-(2-(prop-2-yn-1-yloxy)ethoxy)ethyl)thio)-6-((1S,2S)-1,2,3-trihydroxypropyl)tetrahydro-2H-pyran-2-carboxylic acid O[C@@H]1C[C@](O[C@@H]([C@H]1NC(CO)=O)[C@H]([C@H](CO)O)O)(C(=O)O)SCCOCCOCC#C